(S)-2-(2,5-difluoro-4-(5-fluoro-6-((5-methoxy-1,3,4-thiadiazol-2-yl)methoxy)pyridin-2-yl)benzyl)-1-(4,4-dimethyltetrahydrofuran-3-yl)-1H-benzo[d]imidazole-6-carboxylic acid FC1=C(CC2=NC3=C(N2[C@@H]2COCC2(C)C)C=C(C=C3)C(=O)O)C=C(C(=C1)C1=NC(=C(C=C1)F)OCC=1SC(=NN1)OC)F